F[C@H](C1=CC2=C(SC(=C2)C(N[C@H]2CCC[C@@H]3N(C2=O)[C@@H](CC3)C(=O)N3CC(C3)C=3C=NC=CC3N3CCOCC3)=O)C=C1)P(O)(O)=O ((S)-fluoro(2-(((3S,6S,9aS)-3-(3-(4-morpholinopyridin-3-yl)azetidine-1-carbonyl)-5-oxooctahydro-1H-pyrrolo[1,2-a]azepin-6-yl)carbamoyl)benzo[b]thiophen-5-yl)methyl)phosphonic acid